C1(CCCCCCC1)OC(=O)CC1C2C3C4C=CC(C3C(C1)C2)C4 8-cyclooctyloxycarbonylmethyl-tetracyclo[4.4.0.12,5.17,10]-3-dodecene